FC=1C=C(C=CC1C=1C=NN(C1)C)CNC1=NC=NC(=C1)C1=CN=C2N1C=CC(=C2)OC N-{[3-fluoro-4-(1-methyl-1H-pyrazol-4-yl)phenyl]methyl}-6-{7-methoxyimidazo[1,2-a]pyridin-3-yl}pyrimidin-4-amine